C1(=CC=CC=C1)P(=O)(OC1=CC(=CC=C1)OP(=O)(C1=CC=CC=C1)C1=CC=CC=C1)C1=CC=CC=C1 1,3-bis(diphenylphosphinyloxy)benzene